2-methanesulfonyl-6-methyl-8-[(2-methylpyrazol-3-yl)methyl]-5-[2-(triisopropylsilyl)ethynyl]pyrido[2,3-d]pyrimidin-7-one CS(=O)(=O)C=1N=CC2=C(N1)N(C(C(=C2C#C[Si](C(C)C)(C(C)C)C(C)C)C)=O)CC=2N(N=CC2)C